PENT-4-EN-2-OL CC(CC=C)O